2-{[(tert-butyldimethylsilyl)oxy]methyl}-4-carboxypyridin-1-ium-1-olate [Si](C)(C)(C(C)(C)C)OCC1=[N+](C=CC(=C1)C(=O)O)[O-]